FC1=CC=C(OC=2C=C(C=CC2)[C@H]2SCC[C@H](NC2=O)CN2NC=CC=C2)C=C1 N-[[(2R,5S)-2-[3-(4-fluorophenoxy)phenyl]-3-oxo-1,4-thiazepan-5-yl]methyl]pyridazine